2-{1-[3-(dimethylamino)-2-hydroxypropyl]-1H-1,2,3-triazol-4-yl}-4,6-bis(trifluoromethyl)phenyl N-(4-fluorophenyl)-N-(methyl-d3)carbamate FC1=CC=C(C=C1)N(C(OC1=C(C=C(C=C1C(F)(F)F)C(F)(F)F)C=1N=NN(C1)CC(CN(C)C)O)=O)C([2H])([2H])[2H]